5-Bromo-6-methyl-4-(piperazin-1-yl)-N-(quinoxalin-6-ylmethyl)pyridin-3-amine BrC=1C(=C(C=NC1C)NCC=1C=C2N=CC=NC2=CC1)N1CCNCC1